C(C)(C)(C)NS(=O)(=O)C1=CC(=CC=C1)NC1=NC(=NC=C1C)NC1=CC=C(C=C1)N1CCN(CC1)C N-tert-butyl-3-[[5-methyl-2-[4-(4-methylpiperazin-1-yl)anilino]pyrimidin-4-yl]amino]benzenesulfonamide